C(#N)CCC1C(C(CCC1)CCC#N)=O 2,6-di(2-cyanoethyl)cyclohexanone